3-[4-[5-methyl-3-(2-methyl-4-pyridyl)-1H-pyrazol-4-yl]phenyl]benzenesulfonamide CC1=C(C(=NN1)C1=CC(=NC=C1)C)C1=CC=C(C=C1)C=1C=C(C=CC1)S(=O)(=O)N